2-Methyl-tetradecanal CC(C=O)CCCCCCCCCCCC